3-(2-{5-[(1R,4R,7R)-7-amino-2-azabicyclo[2.2.1]heptane-2-carbonyl]-7-methoxy-1-methyl-1H-1,3-benzodiazol-2-yl}-1-(cyclopropylmethyl)-1H-indol-6-yl)-2-fluorophenol N[C@H]1[C@@H]2N(C[C@H]1CC2)C(=O)C2=CC1=C(N(C(=N1)C=1N(C3=CC(=CC=C3C1)C=1C(=C(C=CC1)O)F)CC1CC1)C)C(=C2)OC